IC1=CC=C(C=C1)C[C@H](C(NC1=CC=C(C=C1)C(F)(F)F)=O)NC(OC(C)(C)C)=O tert-butyl (R)-(3-(4-iodophenyl)-1-oxo-1-((4-(trifluoromethyl) phenyl)amino)propan-2-yl)carbamate